C(C)OC1=NC(=CC(=C1)C1=NC(=C(C(=C1)N(C)CC(COC)(C)C)N)N)C(F)(F)F 2'-ethoxy-N4-(3-methoxy-2,2-dimethylpropyl)-N4-methyl-6'-(trifluoromethyl)[2,4'-bipyridine]-4,5,6-triamine